Benzyl (R)-1-((S)-1-(4-methoxyphenyl)ethyl)-5-oxopyrrolidine-3-carboxylate COC1=CC=C(C=C1)[C@H](C)N1C[C@@H](CC1=O)C(=O)OCC1=CC=CC=C1